BrC=1C(=C(C=CC1)N1N=C(C=C1C)C)F 1-(3-bromo-2-fluoro-phenyl)-3,5-dimethyl-pyrazole